C[C@@H]1CN(C[C@H](N1)C)C1=NC=C(C(=N1)N1CC(C1)C(=O)NC(C)(C)C1=CN=C2N1C=CC=C2)F 1-{2-[(3R,5R)-3,5-dimethylpiperazin-1-yl]-5-fluoropyrimidin-4-yl}-N-(2-{imidazo[1,2-a]pyridin-3-yl}propan-2-yl)azetidine-3-carboxamide